N'-(1-methylheptyl)-N-sec-butyl-carbodiimide CC(CCCCCC)N=C=NC(C)CC